5-(tert-butoxycarbonyl)-4-methyl-4,5,6,7-tetrahydrothieno[3,2-c]pyridine-2-carboxylic acid C(C)(C)(C)OC(=O)N1C(C2=C(CC1)SC(=C2)C(=O)O)C